C(CCC)\C(=C/C(=O)OCCCCCCCCCCCN(CCCCCCCCCCCOC(C=C(CCCCC)CCCC)=O)CCCO)\CCCCC ((3-hydroxypropyl)azanediyl)bis(undecane-11,1-diyl) (2E,2'E)-bis(3-butyloct-2-enoate)